N1=CC=CC2=CC(=CC=C12)N[C@@H]1CN(CC1)C(=O)OC(C)(C)C tert-butyl (S)-3-(quinolin-6-ylamino)pyrrolidin-1-carboxylate